3-[5-chloranyl-2-[2-[6-[di(methyl)amino]-2-methyl-4-oxidanylidene-5,6,7,8-tetrahydroquinazolin-3-yl]ethoxy]phenyl]benzoic acid ClC=1C=CC(=C(C1)C=1C=C(C(=O)O)C=CC1)OCCN1C(=NC=2CCC(CC2C1=O)N(C)C)C